C(C1=CC=CC=C1)C(C(=O)O)(C)C.C(C1=CC=CC=C1)OC(C(C)C)=O.OC1(CCC1)C=1C(=CC2=C(OCO2)C1)NC(C)=O N-(6-(1-hydroxycyclobutyl)benzo[d][1,3]dioxol-5-yl)acetamide benzyl-isobutyrate (benzyl-isobutyrate)